dimethoxyethyl-sulfur phosphorus [P].COC(C[S])OC